C(C)(C)(C)OC(=O)N1N=CC(=C1)C1=CC=2C3=C(NC(C2S1)=O)C(COC3)=O 4-(4,6-dioxo-3,4,5,6-tetrahydro-1H-pyrano[4,3-b]thieno[3,2-d]pyridin-8-yl)-1H-pyrazole-1-carboxylic acid tert-butyl ester